Methyl 1H-pyrrole-2-carboxylate N1C(=CC=C1)C(=O)OC